P(=O)(OCCOC1=NN(C=C1)C1=NC(=C2C(=N1)N(N=C2)C2=CC=C(C=C2)F)NC(=O)C=2SC(=CC2)[N+](=O)[O-])(O)O 2-((1-(1-(4-fluorophenyl)-4-(5-nitrothiophene-2-carboxamido)-1H-pyrazolo[3,4-d]pyrimidin-6-yl)-1H-pyrazol-3-yl)oxy)ethyl dihydrogen phosphate